2,3-dihydroxyxanthone OC1=CC=2C(C3=CC=CC=C3OC2C=C1O)=O